FC1=C(C=C(C=2OCOC21)F)C=2C=C1C(=NC2)N(N=C1NC(CC(C)(C)C)=O)CCC(C)C N-(5-(4,7-difluorobenzo[d][1,3]dioxol-5-yl)-1-isopentyl-1H-pyrazolo[3,4-b]pyridin-3-yl)-3,3-dimethylbutanamide